O[C@@]1(C(N(CC1)C)=O)C1=CC(=CC=C1)C=1N=C(SC1)C1=CNC=2C1=NC(=CC2)C (R)-3-Hydroxy-1-methyl-3-(3-(2-(5-methyl-1H-pyrrolo[3,2-b]pyridin-3-yl)thiazol-4-yl)phenyl)pyrrolidin-2-one